C(C(C)C)NCC=C N-isobutyl-prop-2-en-1-amine